3-(6-((1R,3R,5S)-3-((5-cyclopropyl-3-(2-(trifluoromethoxy)phenyl)isoxazol-4-yl)methoxy)-8-azabicyclo[3.2.1]octan-8-yl)pyridin-3-yl)-1,2,4-oxadiazol-5(4H)-one C1(CC1)C1=C(C(=NO1)C1=C(C=CC=C1)OC(F)(F)F)COC1C[C@H]2CC[C@@H](C1)N2C2=CC=C(C=N2)C2=NOC(N2)=O